N-allyl-N-(2,3-dihydro-1H-inden-4-yl)acrylamide C(C=C)N(C(C=C)=O)C1=C2CCCC2=CC=C1